3-{4-[(2R,6S)-2,6-dimethylmorpholin-4-yl]pyrido[3,2-d]pyrimidin-6-yl}benzene-1-sulfonamide C[C@@H]1CN(C[C@@H](O1)C)C=1C2=C(N=CN1)C=CC(=N2)C=2C=C(C=CC2)S(=O)(=O)N